[Si](C)(C)(C(C)(C)C)OCC1CC2=C(C=C(C=C2C1)OCC(C(=O)O)NC(=O)OC(C)(C)C)F 3-[[2-[[tert-Butyl(dimethyl)silyl]oxymethyl]-7-fluoro-2,3-dihydro-1H-inden-5-yl]oxy]-2-[(2-methylpropan-2-yl)oxycarbonylamino]propanoic acid